4-(3-Chloroanilino)-2'-[(2R)-3-{[3-(2,2-dimethylcyclopropyl)pyridin-4-yl]oxy}-2-methylpropyl]-2',3'-dihydrospiro[cyclohexane-1,1'-indene]-4-carboxylic acid ClC=1C=C(NC2(CCC3(C(CC4=CC=CC=C34)C[C@H](COC3=C(C=NC=C3)C3C(C3)(C)C)C)CC2)C(=O)O)C=CC1